C(C)(C)(C)OC(N[C@@H]1CN(CC1)C1=C(C=CC=2N=C(N(C21)C)C)NC=2C(N(N=CC2)C2=C(C=CC=C2Cl)Cl)=O)=O N-[(3S)-1-{5-[2-(2,6-dichlorophenyl)-3-oxopyridazin-4-ylamino]-2,3-dimethyl-1,3-benzodiazol-4-yl}pyrrolidin-3-yl]carbamic acid tert-butyl ester